N1N=CC(=C1)[C@@H]1CN(CCC1)[C@H](C(=O)NC1=NC=C(C=C1)Cl)C (S)-2-((R)-3-(1H-pyrazol-4-yl)piperidin-1-yl)-N-(5-chloropyridin-2-yl)propanamide